methyl-5-(4-(4-(2,6-difluorobenzyl)-5-oxo-4,5-dihydro-1H-1,2,4-triazol-1-yl)-2-fluorophenoxy)-4-methylthiazole-2-carboxylate COC(=O)C=1SC(=C(N1)C)OC1=C(C=C(C=C1)N1N=CN(C1=O)CC1=C(C=CC=C1F)F)F